C(C)(C)(C)OC(=O)N[C@@H](C(=O)O)CC=1C=NC(=CC1)C(F)(F)F (2R)-2-(tert-butoxycarbonylamino)-3-[6-(trifluoromethyl)-3-pyridinyl]Propionic acid